pentafluoropropyl ethyl ether C(C)OCC(C(F)(F)F)(F)F